3-[3-Methyl-1-(1H-pyrrolo[2,3-b]pyridin-4-yl)-1H-pyrazol-4-yl]-prop-2-en-1-ol CC1=NN(C=C1C=CCO)C1=C2C(=NC=C1)NC=C2